2-(4-(5-chloro-2-(4-chloro-1H-1,2,3-triazol-1-yl)phenyl)-2,5-dioxapiperazin-1-yl)-3-(2-fluorophenyl)propionic acid ClC=1C=CC(=C(C1)N1CON(CO1)C(C(=O)O)CC1=C(C=CC=C1)F)N1N=NC(=C1)Cl